2,5-Dioxopyrrolidin-1-yl-4-(hydroxymethyl)-3-nitrobenzoic acid O=C1N(C(CC1)=O)C1=C(C(=O)O)C=CC(=C1[N+](=O)[O-])CO